CC1=NC2=C(C=CC=C2C=C1)O[C@@H]1CN(CC1)CC(=O)N1[C@@H](CCC1)C#N (S)-1-(2-((S)-3-((2-Methylchinolin-8-yl)oxy)pyrrolidin-1-yl)acetyl)pyrrolidin-2-carbonitril